C1(=CC=CC=C1)C(C(=NO)C1=CC=CC=C1)=NO.C1(=CC=CC=C1)C(C(=NO)C1=CC=CC=C1)=NO.[Pd] palladium bis(diphenyl-glyoxime)